(2R)-(N-[4-amino-5-[4-[2-amino-(1R)-methyl-2-oxo-ethoxy]benzoyl]thiazol-2-yl]anilino)propanamide NC=1N=C(SC1C(C1=CC=C(C=C1)O[C@@H](C(=O)N)C)=O)N(C1=CC=CC=C1)[C@@H](C(=O)N)C